C(=CC)N1CCC(CC1)N1N=NC=2C(=NC=3C(=C(C(=CC3C21)C)C2N(C1=NC=CC=C1C=C2)C#N)F)O[C@@H](C)[C@H]2N(CCC2)C (1-(1-propenylpiperidin-4-yl)-6-fluoro-8-methyl-4-((S)-1-((S)-1-methylpyrrolidin-2-yl)ethoxy)-1H-[1,2,3]triazolo[4,5-c]quinolin-7-yl)-1-naphthyridinecarbonitrile